6-methylquinuclidin-3-one CC1CC2C(CN1CC2)=O